Dibenzyl ((8-chloro-1-(2,6-dichlorophenyl)-5-((2,2-dimethyl-1,3-dioxolan-4-yl)methoxy)-4-oxo-1,4-dihydro-1,6-naphthyridin-2-yl)methyl) phosphate P(=O)(OCC1=CC=CC=C1)(OCC1=CC=CC=C1)OCC=1N(C2=C(C=NC(=C2C(C1)=O)OCC1OC(OC1)(C)C)Cl)C1=C(C=CC=C1Cl)Cl